bromo-Phenethylamine BrNCCC1=CC=CC=C1